OP(O)(=O)OP(=O)(O)O.P(=O)(O)(O)O.O=C[C@H](O)[C@H](O)[C@H](O)CO ribose phosphate diphosphate